ClC1=CC(=C(C=N1)COC1=CC=CC(=N1)C1=CC(=C(CC2=NC3=C(N2CCOC)C=C(C=C3F)C(=O)O)C=C1F)F)OC 2-(4-(6-((6-chloro-4-methoxypyridin-3-yl)methoxy)pyridin-2-yl)-2,5-difluorobenzyl)-4-fluoro-1-(2-methoxyethyl)-1H-benzo[d]imidazole-6-carboxylic acid